C(C)(C)(C)C1CCN(CC1)C(=O)NC1=CC(=C(C(=C1)C=1N=NNN1)N1C=NC(=C1)C(C)(C)C)F 4-(tert-butyl)-N-(4-(4-(tert-butyl)-1H-imidazol-1-yl)-3-fluoro-5-(2H-tetrazol-5-yl)phenyl)piperidine-1-carboxamide